tert-butyl 4-(hydroxymethyl)-4-methylpiperidine-1-carbamate OCC1(CCN(CC1)NC(=O)OC(C)(C)C)C